2-(Naphthalen-2-ylmethyl)-8-(pyridin-3-ylmethyl)hexahydro-2H-pyrazino[1,2-a]pyrazine-6,9-dione C1=C(C=CC2=CC=CC=C12)CN1CC2N(CC1)C(CN(C2=O)CC=2C=NC=CC2)=O